4-[4-(tert-butoxycarbonylamino-methyl)-phenylcarbamoyl]-bicyclo[2.2.2]octane C(C)(C)(C)OC(=O)NCC1=CC=C(C=C1)NC(=O)C12CCC(CC1)CC2